C(N)(=O)C1(COCC1)NC(=O)C1=C(OC2=C1C=C(C=C2)OCC=2C(=NC=CC2)O)C N-(3-carbamoyltetrahydrofuran-3-yl)-5-((2-hydroxypyridin-3-yl)methoxy)-2-methylbenzofuran-3-carboxamide